CC([C@H]1CC[C@H]2[C@@H]3C=CC4=CC(CC[C@@]4(C)[C@H]3CC[C@]12C)=O)=O β,10α-pregnane-4,6-diene-3,20-dione